1-(5-bromo-1-tosyl-1H-indol-3-yl)-2,2-difluoroethanone BrC=1C=C2C(=CN(C2=CC1)S(=O)(=O)C1=CC=C(C)C=C1)C(C(F)F)=O